2-(pyrazolo[1,5-a]pyridin-2-yl)acetic acid N1=C(C=C2N1C=CC=C2)CC(=O)O